C(C)SC=1C(=NN(C1OC)C)C1=NC2=C(C=NC(=C2)C(F)(F)F)N1C 2-(4-(ethylthio)-5-methoxy-1-methyl-1H-pyrazol-3-yl)-3-methyl-6-(trifluoromethyl)-3H-imidazo[4,5-c]pyridine